[Li+].NC1=NN2C(C=C(C=C2)C=2C(=NC=C(C(=O)[O-])C2)OC)=N1 5-(2-amino-[1,2,4]triazolo[1,5-a]pyridin-7-yl)-6-methoxynicotinic acid lithium salt